C1(=CC=CC=C1)OC(=O)C1=C(N=C(S1)C1=CC(=C(C=C1)OCC(C)C)C#N)C phenyl-2-(3-cyano-4-isobutoxyphenyl)-4-methylthiazole-5-carboxylate